1,5-dimethyl-1H-1,2,3-triazole-4-carboxylic acid ethyl ester C(C)OC(=O)C=1N=NN(C1C)C